2-((6-chloro-4'-trifluoromethyl-[1,1'-biphenyl]-2-yl)amino)benzoic acid ClC1=CC=CC(=C1C1=CC=C(C=C1)C(F)(F)F)NC1=C(C(=O)O)C=CC=C1